fructosyl-glucose C([C@@H]1[C@H]([C@@H](C(O1)(CO)C(=O)[C@@H]([C@H]([C@@H]([C@@H](CO)O)O)O)O)O)O)O